C(C)OC(CC1=C(C=CC=C1)OCC1=COC2=C1C=C(C=C2C)Br)=O 2-(2-((5-bromo-7-methylbenzofuran-3-yl)methoxy)phenyl)acetic acid ethyl ester